NC1=NC=CC=C1C1=NC=2C(=NC(=CC2)C2=CN(C(C=C2)=O)C)N1C1=CC=C(CN2CCC(CC2)NC2=NC(=NC=C2)C#N)C=C1 4-((1-(4-(2-(2-aminopyridin-3-yl)-5-(1-methyl-6-oxo-1,6-dihydropyridin-3-yl)-3H-imidazo[4,5-b]pyridin-3-yl)benzyl)piperidin-4-yl)amino)pyrimidine-2-carbonitrile